FC(C(=O)O)(F)F.NCC=1SC=C2C1CN(C2=O)[C@@H]2C(NC(CCC2)=O)=O (S)-3-(1-(aminomethyl)-4-oxo-4H-thieno[3,4-c]pyrrol-5(6H)-yl)azepane-2,7-dione 2,2,2-trifluoro-acetic acid salt